C(C)N(CCSC1=NC=2N(C(=N1)NC1=C(C=C(C(=C1)NC(C=C)=O)F)OC)N=CC2)CC 2-(2-(diethylamino)ethylthio)-4-(2-methoxy-4-fluoro-5-acrylamidophenylamino)pyrazolo[1,5-a][1,3,5]triazine